2-((2R,4r,6S)-4-(3-((trans)-4-(3-(4-cyano-3-(trifluoromethyl)phenyl)-5,5-dimethyl-4-oxo-2-thioxoimidazolidin-1-yl)cyclohexyl)propoxy)-2,6-dimethylpiperidin-1-yl)acetic acid C(#N)C1=C(C=C(C=C1)N1C(N(C(C1=O)(C)C)[C@@H]1CC[C@H](CC1)CCCOC1C[C@H](N([C@H](C1)C)CC(=O)O)C)=S)C(F)(F)F